ClC1=CC(=C(OC2=C(C=NN2C2CCOCC2)C(=O)OCC)C(=C1)F)F Ethyl 5-(4-chloro-2,6-difluorophenoxy)-1-(oxan-4-yl)pyrazole-4-carboxylate